trans-4-(trifluoromethyl)cyclohexane-carbaldehyde FC([C@@H]1CC[C@H](CC1)C=O)(F)F